(R)-tertbutyl 4-((6-chloro-1-formyl-1,2,3,4-tetrahydronaphthalen-1-yl)methoxy)-3-nitrobenzoate ClC=1C=C2CCC[C@](C2=CC1)(C=O)COC1=C(C=C(C(=O)OC(C)(C)C)C=C1)[N+](=O)[O-]